1-Cyclopropyl-5-oxo-N-(7-(4-(trifluoromethyl)phenoxy)-2,3-dihydrobenzo[b][1,4]dioxin-5-yl)pyrrolidine-2-carboxamide C1(CC1)N1C(CCC1=O)C(=O)NC1=CC(=CC=2OCCOC21)OC2=CC=C(C=C2)C(F)(F)F